[N+](=O)([O-])N1C=NC(=C1)[N+](=O)[O-] 1,4-dinitroimidazole